FC1=C(C#N)C(=CC(=C1)CC(C)C)N1CC2CCC(C1)N2CC=2N=NC=CC2 2-fluoro-4-isobutyl-6-(8-(pyridazin-3-ylmethyl)-3,8-diazabicyclo[3.2.1]oct-3-yl)benzonitrile